BrC1=CC(=C(O[C@H](C(=O)OCC)CC2CC2)C=C1)C1=NOCC1OCCCC (2S)-ethyl 2-[4-bromo-2-(4-butoxy-4,5-dihydroisoxazol-3-yl) phenoxy]-3-cyclopropylpropionate